1-phenyl-1H-imidazol-3-ium trifluoromethanesulfonate FC(S(=O)(=O)[O-])(F)F.C1(=CC=CC=C1)N1C=[NH+]C=C1